ClC1=CC(=C(C=C1)C1=CC(=CN2C1=NC(=C(C2=O)C)C)N2C[C@H](O[C@H](C2)C)C=2C=NN(C2)C2CC2)F 9-(4-chloro-2-fluoro-phenyl)-7-[(2R,6S)-2-(1-cyclopropylpyrazol-4-yl)-6-methyl-morpholin-4-yl]-2,3-dimethyl-pyrido[1,2-a]pyrimidin-4-one